C1OCC=2C=NC=CC21 3H-furo[3,4-c]pyridine